[(3R,5S)-1-[1-(2,2-difluoroethyl)pyrazolo[3,4-b]pyrazin-6-yl]-5-methylpiperidin-3-yl]methanol FC(CN1N=CC=2C1=NC(=CN2)N2C[C@@H](C[C@@H](C2)C)CO)F